C1(CCC1)CN[C@H]1CN(CCC1)C1=CC=C(N=N1)CN1N=NC(=C1)C1=NC2=CC=CC=C2C(N1)=O 2-(1-((6-((R)-3-((cyclobutylmethyl)amino)piperidin-1-yl)pyridazin-3-yl)methyl)-1H-1,2,3-triazol-4-yl)quinazolin-4(3H)-one